tert-butyl 2-((2S,3R)-1-(((1,2,4-oxadiazol-5-yl) methyl) amino)-3-hydroxy-1-oxobutan-2-yl)-1-oxo-2,5-diazaspiro[3.4]octane-5-carboxylate O1N=CN=C1CNC([C@H]([C@@H](C)O)N1C(C2(C1)N(CCC2)C(=O)OC(C)(C)C)=O)=O